C(C)(C)(C)OC(=O)N[C@@H]1CN(CC1)C1=C(C(=O)O)C=CC(=C1)Cl 2-[(3S)-3-{[(tert-butoxy)carbonyl]amino}pyrrolidin-1-yl]-4-chlorobenzoic acid